N1=CC(=C2N1C=CC=C2)C=2C=CC=1N(N2)C(=CN1)C1=CC=CC(=N1)N[C@H]1CNC[C@@H]1C(F)(F)F 6-(6-(pyrazolo[1,5-a]pyridin-3-yl)imidazo[1,2-b]pyridazin-3-yl)-N-((3R,4S)-4-(trifluoromethyl)pyrrolidin-3-yl)pyridin-2-amine